Tetraazido-di(tetrazol-1-yl)ethan N(=[N+]=[N-])C(C(N1N=NN=C1)(N1N=NN=C1)N=[N+]=[N-])(N=[N+]=[N-])N=[N+]=[N-]